4-(3-(3-(benzyloxy)benzyl)-6-(3,5-dimethylisoxazol-4-yl)-1H-pyrrolo[3,2-b]pyridin-1-yl)-3,5-dichlorobenzoic acid C(C1=CC=CC=C1)OC=1C=C(CC2=CN(C=3C2=NC=C(C3)C=3C(=NOC3C)C)C3=C(C=C(C(=O)O)C=C3Cl)Cl)C=CC1